ClC(C(C)O)(CCl)Cl 3,3,4-trichloro-2-butanol